(R)-2-methyl-N-[(2R,3R)-2-[2-methyl-3-(trideuteriomethoxy)phenyl]pyrrolidin-3-yl]propane-2-sulfinamide CC(C)(C)[S@@](=O)N[C@H]1[C@H](NCC1)C1=C(C(=CC=C1)OC([2H])([2H])[2H])C